N1=NC(=NC=C1)N[C@@H]1C[C@H](CC1)N (1S,3S)-N1-(1,2,4-Triazin-3-yl)cyclopentane-1,3-diamine